ClC1=C(/C=C/C2=NC=CC(=C2C#N)C=2C(=C(C=CC2)NC(C2=NC=C(C=C2)C=O)=O)C)C=C(C(=C1)C=O)C (E)-N-(3-(2-(2-chloro-4-formyl-5-methylstyryl)-3-cyanopyridin-4-yl)-2-methylphenyl)-5-formylpicolinamide